Sulfoxylat S([O-])[O-]